OC1OCCC1C#N oxyl-3-cyanooxolan